3-(1H-imidazol-2-yl)-propanoic acid N1C(=NC=C1)CCC(=O)O